ClC=1C=NN(C1C(NC1=NC=C(C=C1C)C1=CC(=C(C(=C1)F)OC)F)=O)C1CCN(CC1)C(=O)OC(C)(C)C tert-butyl 4-(4-chloro-5-((5-(3,5-difluoro-4-methoxyphenyl)-3-methylpyridin-2-yl)carbamoyl)-1H-pyrazol-1-yl)piperidine-1-carboxylate